C(C1=CC=CC=C1)O[C@@H]1[C@@H]([C@H]([C@@H]2OC(OC[C@H]2O1)C1=CC=CC=C1)O[C@@H](C(=O)O)C)NC(=O)OCC (2R)-2-(((4aR,6S,7R,8R,8aS)-6-(benzyloxy)-7-((ethoxycarbonyl)amino)-2-phenylhexahydropyrano[3,2-d][1,3]dioxin-8-yl)oxy)propanoic acid